FC(COC1=C(C=CC=C1)N1C(C(=CC=C1)C(=O)NC1=CC=C(C=C1)C(C)(C)O)=O)(C)F 1-[2-(2,2-difluoropropoxy)phenyl]-N-[4-(2-hydroxypropan-2-yl)phenyl]-2-oxo-1,2-dihydropyridine-3-carboxamide